(2S)-2-(4-((4-(4-(3-(2,4-dihydroxy-5-isopropylphenyl)-5-(ethylcarbamoyl)-4H-1,2,4-triazol-4-yl)benzyl)piperazine-1-carbonyloxy)methyl)phenylcarbamoyloxy)propanoic acid OC1=C(C=C(C(=C1)O)C(C)C)C1=NN=C(N1C1=CC=C(CN2CCN(CC2)C(=O)OCC2=CC=C(C=C2)NC(=O)O[C@H](C(=O)O)C)C=C1)C(NCC)=O